N'-n-dodecyl-1,3-diaminopropane ethyl-2-(3-bromo-2-formylphenoxy)acetate C(C)OC(COC1=C(C(=CC=C1)Br)C=O)=O.C(CCCCCCCCCCC)NCCCN